C(CCCCCCCCCCCCCCCCCCCCCCCCCCCCCCCCCCCC)O 1-heptatriacontanol